N-(6-amino-5-cyclopropylpyridin-3-yl)-2-(2-(Imidazo[1,5-a]pyridin-6-yl)-5-methylpiperidin-1-yl)-2-oxoacetamide NC1=C(C=C(C=N1)NC(C(=O)N1C(CCC(C1)C)C=1C=CC=2N(C1)C=NC2)=O)C2CC2